chloroacetic acid 2-phenoxyethyl ester O(C1=CC=CC=C1)CCOC(CCl)=O